4-(3-(2-(4-chlorophenoxy)-2-methylpropanamido)phenyl)thiophene-2-carboxylic acid ClC1=CC=C(OC(C(=O)NC=2C=C(C=CC2)C=2C=C(SC2)C(=O)O)(C)C)C=C1